cerium(II) sulfide [S-2].[Ce+2]